5-amino-1-(tert-butyl)-1,2-dihydro-3H-pyrazol-3-one NC1=CC(NN1C(C)(C)C)=O